Cl.ClC=1C(=C(C(=O)OCCN)C(=CC1)Cl)OC 2-aminoethyl 3,6-dichloro-2-methoxybenzoate hydrochloride